[Nb].[Mo].[Fe].[Cr].[Al] aluminum-chromium-iron-molybdenum-niobium